ClC=1C(=CC2=C(NC(=N2)C(=O)N2[C@@H](C=3C=CC=NC3CC2)C)C1C)F (R)-(6-Chloro-5-fluoro-7-methyl-1H-benzo[d]imidazol-2-yl)(5-methyl-7,8-dihydro-1,6-naphthyridin-6(5H)-yl)methanone